2-((toluenesulfonyloxy)methyl)morpholine C(C1=CC=CC=C1)S(=O)(=O)OCC1CNCCO1